(2S,3S,4R)-4-hydroxy-2-[(4-methoxyphenyl) methyl]pyrrolidin-3-yl N-{2-[bis(pyridin-2-ylmethyl)amino]ethyl}carbamate N1=C(C=CC=C1)CN(CCNC(O[C@H]1[C@@H](NC[C@H]1O)CC1=CC=C(C=C1)OC)=O)CC1=NC=CC=C1